(R)-N-((R)-1-(4-(8-chloro-[1,2,4]triazolo[1,5-a]pyrazin-6-yl)-5-methylpyridin-2-yl)ethyl)-N-ethyl-2-methylpropan-2-sulfinamide ClC=1C=2N(C=C(N1)C1=CC(=NC=C1C)[C@@H](C)N([S@](=O)C(C)(C)C)CC)N=CN2